C(#N)C1=CC=C(OC2=CC=C(C=C2)NC(=O)NC2=C(C=CC(=C2)C(F)(F)F)F)C=C1 1-(4-(4-Cyanophenoxy)phenyl)-3-(2-fluoro-5-(trifluoromethyl)phenyl)urea